CC=1C(=NSC1C(=O)OC)C1=CC=CC=C1 METHYL 4-METHYL-3-PHENYLISOTHIAZOLE-5-CARBOXYLATE